NC=1C(=NC=C(C1)C1=CC=2C3=C(C=NC2C=C1)N(C(C31CCC1)=O)C)N1CC3C(C1)CN(C3)C(=O)OC(C)(C)C tert-Butyl 5-(3-amino-5-(3'-methyl-2'-oxo-2',3'-dihydrospiro[cyclobutane-1,1'-pyrrolo[2,3-c]quinolin]-8'-yl)pyridin-2-yl)hexahydropyrrolo[3,4-c]pyrrole-2(1H)-carboxylate